C(C)(C)C1(CC=C(C=C1)C(C)C)Cl 1,4-diisopropylphenyl chloride